(R)-1-(2-((2-(3-chloro-2-fluorobenzylamino)-2-oxoethyl)(cyclopropyl)amino)-2-oxoethyl)-5-(3-methyl-3-(1-methylpyrrolidin-3-yl)ureido)-1H-indazole-3-carboxamide HCl salt Cl.ClC=1C(=C(CNC(CN(C(CN2N=C(C3=CC(=CC=C23)NC(=O)N([C@H]2CN(CC2)C)C)C(=O)N)=O)C2CC2)=O)C=CC1)F